NC=1C(=NC=NC1N(CC1=CC=CC=C1)CC1=CC=CC=C1)N[C@H]1[C@H](CN(CC1)C(=O)OC(C)(C)C)F |o1:23,24| Rel-tert-butyl (3S,4R)-4-{[5-amino-6-(dibenzylamino) pyrimidin-4-yl] amino}-3-fluoropiperidine-1-carboxylate